2-methylthiazole-5-carboxamide dihydrochloride Cl.Cl.CC=1SC(=CN1)C(=O)N